4-(4-((1S,4S)-2,5-diazabicyclo[2.2.2]octan-2-yl)-6,8-difluoro-2-(((2R,7aS)-2-fluorotetrahydro-1H-pyrrolizin-7a(5H)-yl)methoxy)quinazolin-7-yl)-7-fluorobenzo[d]thiazol-2-amine [C@@H]12N(C[C@@H](NC1)CC2)C2=NC(=NC1=C(C(=C(C=C21)F)C2=CC=C(C1=C2N=C(S1)N)F)F)OC[C@]12CCCN2C[C@@H](C1)F